4,4-difluoro-6-(hydroxymethyl)-1,3-dihydroisoquinoline-2-carboxylic acid tert-butyl ester C(C)(C)(C)OC(=O)N1CC2=CC=C(C=C2C(C1)(F)F)CO